CN(C(OC1=CC(=C2C(=C(C(OC2=C1)=O)CC1=C(C(=CC=C1)NS(NC)(=O)=O)F)CN(C)C)OC)=O)C 4-((dimethylamino)methyl)-3-(2-fluoro-3-((N-methylsulfamoyl)amino)benzyl)-5-methoxy-2-oxo-2H-chromen-7-yl dimethylcarbamate